(S)-5-Bromo-N3-(oxetan-2-ylmethyl)pyridine-2,3-diamine BrC=1C=C(C(=NC1)N)NC[C@H]1OCC1